2-((1-(2-(2-Azabicyclo[2.2.1]heptan-2-yl)-3,6-dimethyl-4-oxo-3,4-dihydro-quinazolin-8-yl)ethyl)amino)benzoic acid C12N(CC(CC1)C2)C2=NC1=C(C=C(C=C1C(N2C)=O)C)C(C)NC2=C(C(=O)O)C=CC=C2